C(C)(C)(C)[S@@](=O)N[C@H]1C=2C(=NC=CC2)CC12CCN(CC2)C(=O)OC(C)(C)C tert-Butyl (R)-5-(((R)-tert-butylsulfinyl)amino)-5,7-dihydrospiro[cyclopenta[b]pyridine-6,4'-piperidine]-1'-carboxylate